phenyl (3-chloro-5-(dimethylamino)-4-methylphenyl)carbamate ClC=1C=C(C=C(C1C)N(C)C)NC(OC1=CC=CC=C1)=O